methylhexahydropyrrolo[3,4-c]pyrrol CC1NCC2C1=CNC2